FC=1C=C(C=C2CC[C@@]3(C(N(C(O3)=O)CC(=O)O)=O)C12)NC(=O)NC (S)-2-(7-fluoro-5-(3-Methylureido)-2',4'-dioxo-2,3-dihydrospiro[indene-1,5'-oxazolidine]-3'-yl)acetic acid